COC1(CCN(CC1)C1=C(C(=O)N)C=CC=C1)C 4-methoxy-4-methylpiperidin-1-ylbenzamide